C1OCC12CCN(CC2)C2CCC(CC2)N2C(NC1=C2C=C(C(=C1)C=1C(=C(C=2N(C1)N=CN2)C)C)C(C)C)=O 1-(4-(2-oxa-7-azaspiro[3.5]non-7-yl)cyclohexyl)-5-(7,8-dimethyl-[1,2,4]triazolo[1,5-a]pyridin-6-yl)-6-isopropyl-1,3-dihydro-2H-benzo[d]imidazol-2-one